FC=1C=C(C#N)C=C(C1)[C@@H]1CC=NN1C(=O)N1CCN(CC1)C1=NC=C(C(=N1)N1N=C(N=C1)C(F)(F)F)F (S)-3-fluoro-5-(1-(4-(5-fluoro-4-(3-(trifluoromethyl)-1H-1,2,4-triazol-1-yl)pyrimidin-2-yl)piperazine-1-carbonyl)-4,5-dihydro-1H-pyrazol-5-yl)benzonitrile